(N-(2-(1-(6,7-dimethoxyquinolin-4-yl)piperidin-4-yl)-2-methylpropyl)sulfamoyl)carbamic acid tert-butyl ester C(C)(C)(C)OC(NS(NCC(C)(C)C1CCN(CC1)C1=CC=NC2=CC(=C(C=C12)OC)OC)(=O)=O)=O